1-chloroethyl 5-((3R)-1-oxido-1,2-dithiolan-3-yl)pentanoate O=S1S[C@@H](CC1)CCCCC(=O)OC(C)Cl